FC=1C=C(C=CC1)NC(=O)NC1CC2(CN(C2)C(=O)C2=C3N(N=C2)C=CN3C)C1 1-(3-fluorophenyl)-3-(2-(1-methyl-1H-imidazo[1,2-b]pyrazole-7-carbonyl)-2-azaspiro[3.3]heptan-6-yl)urea